Isosuccinimid C1(C(C)C(N1)=O)=O